C(C1=CC=CC=C1)C1=CC(=NO1)C(=O)N[C@H]1[C@@H]2[C@H](C3=C(N(C1=O)C)N=CC=C3)C2 5-benzyl-N-((1aS,2S,8bR)-4-methyl-3-oxo-1,1A,2,3,4,8B-hexahydrocyclopropa[d]pyrido[2,3-B]azepin-2-yl)isoxazole-3-carboxamide